2-sulfaneylethane-1-sulfonate SCCS(=O)(=O)[O-]